ClC=1C(=NC=CC1OC)C(=O)N1[C@H](C=2C(CC1)=C(N(N2)C)C2=CC(=CC(=C2)F)OC(F)F)C (3-chloro-4-methoxy-2-pyridinyl)-[(7S)-3-[3-(difluoromethoxy)-5-fluorophenyl]-2,7-dimethyl-5,7-dihydro-4H-pyrazolo[3,4-c]pyridin-6-yl]methanone